COC(=O)C1=C(N=NN1C)C1=NC(=C(C=C1)NS(=O)(=O)C)C 1-methyl-4-(6-methyl-5-(N-methylsulfonylamino)pyridin-2-yl)-1H-1,2,3-triazole-5-carboxylic acid methyl ester